OC=1C=C(C=C(C1C(C)C)O)CC(=O)O 3,5-dihydroxyl-4-isopropylbenzeneacetic acid